N-[2-[4-[[tert-butyl(dimethyl)silyl]oxymethyl]cyclohexyl]-6-methoxy-indazol-5-yl]-5-cyano-pyrrolo[2,3-b]pyridine-1-carboxamide [Si](C)(C)(C(C)(C)C)OCC1CCC(CC1)N1N=C2C=C(C(=CC2=C1)NC(=O)N1C=CC=2C1=NC=C(C2)C#N)OC